2-[1-(pyrazin-2-ylmethyl)-1H-indole-3-carboxamido]Benzoic acid N1=C(C=NC=C1)CN1C=C(C2=CC=CC=C12)C(=O)NC1=C(C(=O)O)C=CC=C1